C(CCCCCCCCCCCCCCC)(=O)OC[C@@H](OC(CCCCCCCCCCCCCCC)=O)COP(=O)(O)OCCN 1,2-dipalmitoyl-sn-glycero-3-phosphorylethanolamin